FC1=CC=C(C=C1)CC(=O)N1C[C@H](CC1)NC1=NC(=C(C=C1)C1=NOC(=N1)C(F)(F)F)C 2-(4-fluorophenyl)-1-[(3S)-3-({6-methyl-5-[5-(trifluoromethyl)-1,2,4-oxadiazol-3-yl]pyridin-2-yl}amino)pyrrolidin-1-yl]ethan-1-one